The molecule is a pyrimidone that is cytosine in which the hydrogen attached to the nitrogen at position 1 is substituted by a methyl group. It has a role as a metabolite. It is a pyrimidone, an aminopyrimidine and a methylcytosine. It derives from a cytosine. CN1C=CC(=NC1=O)N